(3-(5-Bromofuran-2-yl)prop-2-yn-1-yl)carbamic acid tert-butyl ester C(C)(C)(C)OC(NCC#CC=1OC(=CC1)Br)=O